CC1=CC(=C(N1)/C=C\\2/C3=C(C=CC(=C3)Cl)NC2=O)C The molecule is a member of the class of oxindoles that is 5-chlorooxindole in which the two hydrogens at position 3 are replaced by a (3,5-dimethylpyrrol-2-yl)methylidene group. It has a role as a vascular endothelial growth factor receptor antagonist. It is a member of pyrroles, a member of oxindoles and an organochlorine compound.